(2S,5R)-7-oxo-2-(N-pivaloylcarbamimidoyl)-1,6-diazabicyclo[3.2.1]octan-6-yl hydrogen sulfate S(=O)(=O)(ON1[C@@H]2CC[C@H](N(C1=O)C2)C(NC(C(C)(C)C)=O)=N)O